{5-[3-(1H-pyrazol-3-yl)phenyl]thiophen-2-yl-methyl}-2,4-dihydro-3H-1,2,4-triazol-3-one sodium peroxydisulphate S(=O)(=O)([O-])OOS(=O)(=O)[O-].[Na+].N1N=C(C=C1)C=1C=C(C=CC1)C1=CC=C(S1)CN1N=CNC1=O.[Na+]